(R)-N-(1-(3,5-bis(1-(2-methoxyethyl)-1H-pyrazol-4-yl)phenyl)ethyl)-5-(2-(dimethylamino)ethoxy)-2-methylbenzamide COCCN1N=CC(=C1)C=1C=C(C=C(C1)C=1C=NN(C1)CCOC)[C@@H](C)NC(C1=C(C=CC(=C1)OCCN(C)C)C)=O